N-({4-[5-(trifluoromethyl)pyridine-2-sulfonyl]phenyl}methyl)imidazo[1,2-a]pyrimidine-6-carboxamide FC(C=1C=CC(=NC1)S(=O)(=O)C1=CC=C(C=C1)CNC(=O)C=1C=NC=2N(C1)C=CN2)(F)F